NC1=CC=CC(=N1)S(=O)(=O)NC(=O)C=1C(=NC(=CC1)N1N=CC(=C1)OCC(C)(C)C)N1C(C[C@@H](C1)C)(C)C N-[(6-Amino-2-pyridyl)sulfonyl]-6-[4-(2,2-dimethylpropoxy)pyrazol-1-yl]-2-[(4S)-2,2,4-trimethylpyrrolidin-1-yl]pyridin-3-carboxamid